C(C)C1=C(C=CC(=C1)CN1CC2CCC(C1)N2S(=O)(=O)C)C=2C(=CC(=CC2)C(C(F)(F)F)(C(F)(F)F)O)C(=O)N 2'-ethyl-4-(1,1,1,3,3,3-hexafluoro-2-hydroxypropan-2-yl)-4'-((8-(methylsulfonyl)-3,8-diazabicyclo[3.2.1]octan-3-yl)methyl)-[1,1'-biphenyl]-2-carboxamide